C(C)OC(C(CC)C)=O 2-methyl-butyric acid ethyl ester